(2R,5S)-2-(4-(1H-pyrazol-4-yl)phenyl)-5-methylpiperidin N1N=CC(=C1)C1=CC=C(C=C1)[C@@H]1NC[C@H](CC1)C